Ethyl (Z)-2-fluoro-3-(3-methylpyridin-4-yl)acrylate F\C(\C(=O)OCC)=C/C1=C(C=NC=C1)C